10,11-dihydrodibenzo[b,f][1,4]oxazepine-8-carboxamide hydrochloride Cl.C1=CC=CC2=C1CNC1=C(O2)C=CC(=C1)C(=O)N